cholest-5-ene-3β,6-diol CC(C)CCC[C@@H](C)[C@H]1CC[C@H]2[C@@H]3CC(=C4C[C@H](CC[C@]4(C)[C@H]3CC[C@]12C)O)O